S-(2-(((((1S,4R)-4-(2-amino-6-methoxy-9H-purin-9-yl)cyclopent-2-en-1-yl)methoxy) (phenoxy)phosphoryl)oxy)ethyl) 2,2-dimethylpropanethioate CC(C(SCCOP(=O)(OC1=CC=CC=C1)OC[C@@H]1C=C[C@@H](C1)N1C2=NC(=NC(=C2N=C1)OC)N)=O)(C)C